ClC=1C=CC(=C(C1)C1=CC(=CN=N1)NC1=CC=NC2=CC(=CC=C12)OCCN1CCNCC1)F N-[6-(5-Chloro-2-Fluorophenyl)Pyridazin-4-yl]-7-[2-(Piperazin-1-yl)Ethoxy]Quinolin-4-Amin